β-Imidazolelactic acid C1=C(NC=N1)C[C@H](C(=O)O)O